1-tert-butyl 3-methyl (3R,5R)-5-{[1-(tert-butoxycarbonyl)indol-3-yl]methyl}piperidine-1,3-dicarboxylate C(C)(C)(C)OC(=O)N1C=C(C2=CC=CC=C12)C[C@H]1C[C@H](CN(C1)C(=O)OC(C)(C)C)C(=O)OC